4-[4-(trifluoromethyl)-1,2-oxazol-3-yl]aniline FC(C=1C(=NOC1)C1=CC=C(N)C=C1)(F)F